5-((diethoxyphosphoryl)difluoromethyl)benzo[b]thiophene-2-carboxylic acid benzyl ester C(C1=CC=CC=C1)OC(=O)C1=CC2=C(S1)C=CC(=C2)C(F)(F)P(=O)(OCC)OCC